CN1N=NC2=C1C=C(C=C2)C(=O)O 1-methyl-1H-benzo[d][1,2,3]triazole-6-carboxylic acid